N1=C(N=C(N=C1C1=CC=C(C(=O)O)C=C1)C1=CC=C(C(=O)O)C=C1)C1=CC=C(C(=O)O)C=C1 4,4',4''-(1,3,5-triazine-2,4,6-triyl)tri-benzoic acid